1-((((2,6-diisopropylphenoxy)carbonyl)oxy)methyl)-3-(methoxycarbonyl)pyridin-1-ium methanesulfonate CS(=O)(=O)[O-].C(C)(C)C1=C(OC(=O)OC[N+]2=CC(=CC=C2)C(=O)OC)C(=CC=C1)C(C)C